(1R,2S)-2-(4-chlorophenyl)cyclopropane-1-carboxylic acid ClC1=CC=C(C=C1)[C@@H]1[C@@H](C1)C(=O)O